CC1=C(C=C)C=CC(=C1)CCCC 2-methyl-4-n-butyl-styrene